C(C)(C)(C)C=1C=CC=2N(C3=CC=C(C=C3C2C1)C(C)(C)C)C1=C(C#N)C(=C(C(=C1N1C2=CC=C(C=C2C=2C=C(C=CC12)C(C)(C)C)C(C)(C)C)N1C2=CC=C(C=C2C=2C=C(C=CC12)C(C)(C)C)C(C)(C)C)N1C2=CC=C(C=C2C=2C=C(C=CC12)C(C)(C)C)C(C)(C)C)N1C2=CC=C(C=C2C=2C=C(C=CC12)C(C)(C)C)C(C)(C)C 2,3,4,5,6-penta(3,6-di-tert-butyl-9H-carbazol-9-yl)benzonitrile